C(C)(C)(C)OC(=O)O[C@@H]1[C@H]([C@H](N(C1)C(=O)OC(C)(C)C)CC1=CC=C(C=C1)OC)OC(CCC1=CC=CC=C1)=O tert-butyl (2R,3S,4S)-4-[(tert-butoxycarbonyl)oxy]-2-[(4-methoxyphenyl)methyl]-3-[(3-phenylpropanoyl)oxy]pyrrolidine-1-carboxylate